[3-(dimethylamino) propyl]-13-methyl-8-oxo-6-{5-[(1-oxododecyl) oxy] pentyl}-9,13-diaza-7-oxatetradec-1-yl dodecanoate C(CCCCCCCCCCC)(=O)OCCCCCC(OC(NCCCN(CCCCN(C)C)C)=O)CCCCCOC(CCCCCCCCCCC)=O